8-[2-benzyloxyethyl-[6-oxo-6-(undecylamino)hexyl]amino]-N-(1-octylnonyl)octanamide C(C1=CC=CC=C1)OCCN(CCCCCCCC(=O)NC(CCCCCCCC)CCCCCCCC)CCCCCC(NCCCCCCCCCCC)=O